C1(=CC=CC=C1)[I+]C1=CC=CC=C1.C1(=CC=CC=C1)C(=O)C(=O)C1=CC=CC=C1 benzil, diphenyliodonium salt